O\N=C(\C1=CC(=C(C=C1)OC)[N+](=O)[O-])/N (Z)-N'-hydroxy-4-methoxy-3-nitrobenzamidine